FC(CN1N=C(C=C1)S(=O)(=O)N1N=C2C(=C1)CN(C2)C([C@H](CO)C2=CC=CC=C2)=O)F (2S)-1-{2-[1-(2,2-difluoroethyl)pyrazol-3-ylsulfonyl]-4H,6H-pyrrolo[3,4-c]pyrazol-5-yl}-3-hydroxy-2-phenylpropan-1-one